N-(2-((1r,3r)-3-(hydroxymethyl)cyclobutyl)-5-methoxybenzo[d]thiazol-6-yl)-6-(trifluoromethyl)picolinamide OCC1CC(C1)C=1SC2=C(N1)C=C(C(=C2)NC(C2=NC(=CC=C2)C(F)(F)F)=O)OC